C(C)(C)(C)OC(=O)N1CC2=CC=C(C=C2C1)/C=N/O (E)-5-((hydroxyimino)methyl)isoindoline-2-carboxylic acid tert-butyl ester